O[C@H](COC=1C=C(C=CC1)S(=O)(=O)N)CN[C@H]1COC2(C1)CCN(CC2)S(=O)(=O)C=2C=C1C(=NC2)NC(=N1)C 3-((S)-2-hydroxy-3-((R)-8-(2-methyl-3H-imidazo[4,5-b]pyridin-6-ylsulfonyl)-1-oxa-8-azaspiro[4.5]dec-3-ylamino)propoxy)benzenesulfonamide